[1-[4-[(5-Cyclopropyl-1H-pyrazol-3-yl)amino]pyrimidin-2-yl]-3-ethyl-3-piperidyl]methanol C1(CC1)C1=CC(=NN1)NC1=NC(=NC=C1)N1CC(CCC1)(CC)CO